C12NCC(CC1N)C2N 2-azabicyclo[2.2.1]heptane-6,7-diamine